C1(CCC1)C=1N(C(C2=C(N(C3=CC=CN=C3C2=O)C)N1)=O)C1=CC=CC=C1 2-cyclobutyl-10-methyl-3-phenylpyrimido[4,5-b][1,5]naphthyridine-4,5(3H,10H)-dione